spiro[4-azaspiro[2.5]octane-5,1'-cyclopropane] C12(CC1)NC1(CC1)CCC2